N1C=C(C2=CC=CC=C12)C=1C2=C(N=C(N1)N1C(COCC1)C)CN(CC2)C(C=COCC)=O 4-(4-(1H-indol-3-yl)-7-ethoxyacryloyl-5,6,7,8-tetrahydropyrido[3,4-d]pyrimidin-2-yl)-3-methylmorpholine